C(#N)C[C@@H]1N(CCN(C1)C=1C2=C(N=C(N1)OC[C@H]1N(CCC1)C)C[C@]1(CC3=CC=CC=C3CC1)C2)C(=O)OC(C)(C)C tert-butyl (S)-2-(cyanomethyl)-4-((R)-2-(((S)-1-methylpyrrolidin-2-yl)methoxy)-3',4',5,7-tetrahydro-1'H-spiro[cyclopenta[d]pyrimidine-6,2'-naphthalen]-4-yl)piperazine-1-carboxylate